NCC=1C(=C(C=CC1)C=1C=CC2=C(C(=CO2)CC=2C(=C(C=CC2)CC(=O)O)O)C1)F 2-(3-((5-(3-(aminomethyl)-2-fluorophenyl)benzofuran-3-yl)methyl)-2-hydroxyphenyl)acetic acid